methyl (1R,3S,4aR,4bS,6R,8S,8aR,10aR)-3-acetoxy-8-ethynyl-6-(furan-3-yl)-8-hydroxy-10a-methyl-4-oxotetradecahydrophenanthrene-1-carboxylate C(C)(=O)O[C@H]1C[C@H]([C@@]2(CC[C@H]3[C@](C[C@@H](C[C@@H]3[C@H]2C1=O)C1=COC=C1)(O)C#C)C)C(=O)OC